(R)-α-Pinene [C@@H]12C(=CCC(C1(C)C)C2)C